[2-(2,4-Difluorophenyl)tetrazol-5-yl]-[4-(1,5-dimethylpyrazol-4-yl)-3,4-dihydro-1H-isoquinolin-2-yl]methanone FC1=C(C=CC(=C1)F)N1N=C(N=N1)C(=O)N1CC2=CC=CC=C2C(C1)C=1C=NN(C1C)C